4-(benzofuran-5-ylmethyl)-3-oxo-3,4-dihydro-2H-benzo[b][1,4]thiazine-6-carboxylic acid O1C=CC2=C1C=CC(=C2)CN2C1=C(SCC2=O)C=CC(=C1)C(=O)O